CCCCCCCC/C=C\\CCCCCCCCOCC(COC(=O)CCCCCCC/C=C\\CCCCCCCC)OC(=O)CCCCCCC/C=C\\CCCCCCCC The molecule is a 1-alkyl-2,3-diacylglycerol in which the alkyl group is specified as (9Z)-octadecenyl while the two acyl groups are both oleoyl.